OC1CCN(CC1)C=1C=CC(=NC1)NC=1C2=C(C(=NC1)C=1C=3N(C=CC1)C=CN3)CNC2=O 7-((5-(4-hydroxypiperidin-1-yl)pyridin-2-yl)amino)-4-(imidazo[1,2-a]pyridin-8-yl)-2,3-dihydro-1H-pyrrolo[3,4-c]pyridin-1-one